BrC1=C(C=C(C=C1)[C@H]1N(CCC1)C(=O)OC(C)(C)C)F tert-butyl (S)-2-(4-bromo-3-fluorophenyl)pyrrolidine-1-carboxylate